tri-n-hexyl-aluminium C(CCCCC)[Al](CCCCCC)CCCCCC